Bis-phenylacetamide C1(=CC=CC=C1)C(C(=O)N)C1=CC=CC=C1